ClC1=C2C(=NC(=C1)C13CNCC(CC1)O3)C=NN2C (7-chloro-1-methyl-1H-pyrazolo[4,3-b]pyridin-5-yl)-8-oxa-3-azabicyclo[3.2.1]octane